CN(S(=O)(=O)C1=CC=C(C=C1)C)CC1(CCCC1)C(=O)O 1-((N,4-dimethylphenylsulfonylamino)methyl)cyclopentanecarboxylic acid